5-cyclopropyl-1H-pyrazole-4-carboxylic acid C1(CC1)C1=C(C=NN1)C(=O)O